(S)-N-(1-amino-3-hydroxy-1-oxopropan-2-yl)-2-methyl-5-(pyrimidin-4-ylmethoxy)benzofuran-3-carboxamide NC([C@H](CO)NC(=O)C1=C(OC2=C1C=C(C=C2)OCC2=NC=NC=C2)C)=O